6-bromo-3-(4-methylbenzyl)quinazolin-4(3H)-one BrC=1C=C2C(N(C=NC2=CC1)CC1=CC=C(C=C1)C)=O